C[C@H]1OCCC(C1)C1=NC2=CC=C(C=C2C=C1)CN1C[C@H](CC1)OC=1C=C2CN(C(C2=CC1)=O)N1C(CCCC1=O)=O (5-(((3S)-1-((2-((2R)-2-methyltetrahydro-2H-pyran-4-yl)quinolin-6-yl)methyl)-pyrrolidin-3-yl)oxy)-1-oxoisoindolin-2-yl)piperidine-2,6-dione